C(C)(C)(C)OC(=O)N1[C@H](CN(C[C@H]1C)C1=NC=C(C=N1)Br)C (2S,6R)-4-(5-bromopyrimidin-2-yl)-2,6-dimethylpiperazine-1-carboxylic acid tert-butyl ester